3-(4-(2-chlorophenyl)-5-mercapto-4H-1,2,4-triazol-3-yl)propan-1-ol ClC1=C(C=CC=C1)N1C(=NN=C1S)CCCO